NC1=NC2=C(C=3N1N=C(N3)C3=NC=CC=C3)C(=C(N2CCN2CCN(CCC2)C=2C(=CC3=C(C(=NO3)C)C2)F)C(=O)N)C 5-amino-7-(2-(4-(6-fluoro-3-methylbenzo[d]isoxazol-5-yl)-1,4-diazacycloheptan-1-yl)ethyl)-9-methyl-2-(pyridin-2-yl)-7H-pyrrolo[3,2-e][1,2,4]triazolo[1,5-c]pyrimidine-8-carboxamide